N1(CCCCC1)CCCOC1=CC=C(C=C1)C1CC2(OOC3(C4CC5CC(CC3C5)C4)O2)CCC1 3-[p-(3-Piperidinopropoxy)phenyl]dispiro[cyclohexane-1,3'-[1,2,4]trioxolane-5',2''-tricyclo[3.3.1.13,7]decane]